COC1=CC=C(CN([C@@H](CC(=O)OC)C)C)C=C1 Methyl (R)-3-((4-methoxybenzyl)(methyl)amino)butanoate